Cl.C(C)C=1C=2C(N=C(C1)C=1C=CC(=C(C1)O)C=1N=NC(=CC1)C1CN(C1)C1CCOCC1)=CN(N2)C 5-(7-ethyl-2-methyl-2H-pyrazolo[4,3-b]pyridin-5-yl)-2-(6-(1-(tetrahydro-2H-pyran-4-yl)azetidin-3-yl)pyridazin-3-yl)phenol hydrochloride